C(C)N(CCCN1S(C2=C(C1=O)C=CC=C2)(=O)=O)CC 2-[3-(diethylamino)propyl]-1,1-dioxo-1,2-benzothiazol-3-one